FC(OC=1C=C2NC(C=3N(C2=C(C1C=1C=CC=C2C(=CNC12)C)F)C(=NN3)C)(C)C)F 7-(Difluoro-methoxy)-9-fluoro-1,4,4-trimethyl-8-(3-methyl-1H-indol-7-yl)-5H-[1,2,4]triazolo[4,3-a]quinoxaline